1-(3-tert-butyl-1-methyl-1H-pyrazol-5-yl)-3-[4-(1,1-dioxido-4-oxo-1,2,5-thiadiazolidin-2-yl)-3-fluoro-5-hydroxyphenyl]urea C(C)(C)(C)C1=NN(C(=C1)NC(=O)NC1=CC(=C(C(=C1)O)N1S(NC(C1)=O)(=O)=O)F)C